CC1=C(C=CC=C1C)N1CCN(CC1)C(CN1N=C(C2=C1CCC2)C(=O)N2C[C@H]([C@@H](CC2)O)C)=O 1-[4-(2,3-Dimethylphenyl)piperazin-1-yl]-2-{3-[(3R,4R)-4-hydroxy-3-methylpiperidin-1-carbonyl]-5,6-dihydrocyclopenta[c]pyrazol-1(4H)-yl}ethan-1-on